Methyl ((1R,3R)-3-(6-((5-amino-3'-cyano-[1,1'-biphenyl]-3-yl)amino)-3-methyl-2-oxo-2,3-dihydro-1H-imidazo[4,5-c]pyridin-1-yl)cyclopentyl)carbamate NC=1C=C(C=C(C1)C1=CC(=CC=C1)C#N)NC1=CC2=C(C=N1)N(C(N2[C@H]2C[C@@H](CC2)NC(OC)=O)=O)C